N(=[N+]=[N-])CCOCCOCCN1C(S\C(\C1=O)=C/C1=CC(=C(OC2=C(C=C(C#N)C=C2)C(F)(F)F)C=C1)OC)=O (Z)-4-(4-((3-(2-(2-(2-azidoethoxy)ethoxy)ethyl)-2,4-dioxothiazolidin-5-ylidene)methyl)-2-methoxyphenoxy)-3-(trifluoromethyl)benzonitrile